6-(3'-(hydroxymethyl)-[1,1'-biphenyl]-4-yl)-2-methyl-1H-benzo[d]imidazole-1,4-dicarboxylic acid 1-tert-butyl 4-methyl ester COC(=O)C1=CC(=CC=2N(C(=NC21)C)C(=O)OC(C)(C)C)C2=CC=C(C=C2)C2=CC(=CC=C2)CO